2,6-dimethyl-3-carboxy-5-carbethoxy-4-(3-nitrophenyl)-1,4-dihydropyridine CC=1NC(=C(C(C1C(=O)O)C1=CC(=CC=C1)[N+](=O)[O-])C(=O)OCC)C